N-(4-chloro-2-fluoro-phenyl)-5-(2-fluorophenyl)-1H-pyrrole-3-sulfonamide ClC1=CC(=C(C=C1)NS(=O)(=O)C1=CNC(=C1)C1=C(C=CC=C1)F)F